(E)-2-(4-chlorophenyl)-3-[(2-methylpropan-2-yl)oxycarbonyl-propan-2-ylamino]Prop-2-enoic acid ClC1=CC=C(C=C1)/C(/C(=O)O)=C\N(C(C)C)C(=O)OC(C)(C)C